CS(=O)(=O)CC12C(=O)OC(NC1C=CC=C2)=O 1-(methylsulfonylmethyl)isatoic anhydride